C1(CC1)C([C@@H](C(=O)NC1=NC=CC(=C1)[C@@H](COC)N1C(N[C@@H](C1)C(F)(F)F)=O)NC(OC(C)(C)C)=O)C1CC1 Tert-butyl ((S)-1,1-dicyclopropyl-3-((4-((S)-2-methoxy-1-((S)-2-oxo-4-(trifluoromethyl)imidazolidin-1-yl)ethyl)pyridin-2-yl)amino)-3-oxopropan-2-yl)carbamate